NC[C@H](O)[C@@H](O)[C@H](O)[C@H](O)CO.OC1=CC=C(C=C1)CCC(=O)NC1=C(C(=O)O)C=CC=C1 2-(3-(p-hydroxyphenyl)-propionamido)-benzoic acid D-glucamine salt